C(C)(C)(C)OC(=O)N1C[C@@H](N(CC1)[C@@]1(COC[C@@H]1O[Si](C1=CC=CC=C1)(C1=CC=CC=C1)C(C)(C)C)CC)C (S)-4-((3R,4R)-4-((tert-Butyldiphenylsilyl)oxy)-3-ethyltetrahydrofuran-3-yl)-3-methylpiperazine-1-carboxylic acid tert-butyl ester